4-(4-chloro-2-methylphenoxy)phenylhydrazine ClC1=CC(=C(OC2=CC=C(C=C2)NN)C=C1)C